2-(4-(4-(aminomethyl)-1-oxo-1,2-dihydroisoquinolin-6-yl)-1-methyl-1H-pyrazol-5-yl)-4-chloro-1-naphthacenecarbonitrile hydrochloride Cl.NCC1=CNC(C2=CC=C(C=C12)C=1C=NN(C1C1=C(C2=CC3=CC4=CC=CC=C4C=C3C=C2C(=C1)Cl)C#N)C)=O